The molecule is a glycol that is hexacosane bearing two hydroxy substituents located at positions 1 and 2. It derives from a hexacosane. CCCCCCCCCCCCCCCCCCCCCCCCC(CO)O